7-(5-(8-cyano-6-fluoro-4-Hydroxyspiro[chromane-2,1'-cyclopropane]-7-yl)-1-methyl-1H-pyrazol-4-yl)-4-oxopyrido[3,4-d]Pyridazine-3(4H)-carboxylic acid tert-butyl ester C(C)(C)(C)OC(=O)N1N=CC2=C(C1=O)C=NC(=C2)C=2C=NN(C2C2=C(C=C1C(CC3(CC3)OC1=C2C#N)O)F)C